(R)-2-(6-(5-Chloro-2-((tetrahydro-2H-pyran-4-yl)amino)pyrimidin-4-yl)-1-oxo-3,4-dihydropyrrolo[1,2-c]pyrimidin-2(1H)-yl)-N-((S)-2-hydroxy-1-(m-tolyl)ethyl)propanamide ClC=1C(=NC(=NC1)NC1CCOCC1)C=1C=C2N(C(N(CC2)[C@@H](C(=O)N[C@H](CO)C=2C=C(C=CC2)C)C)=O)C1